N-(benzo[b]thiophen-3-ylmethyl)-4-(2-(3-fluoro-4-methylphenyl)-2H-pyrazolo[3,4-d]pyrimidin-4-yl)piperazine-2-carboxamide S1C2=C(C(=C1)CNC(=O)C1NCCN(C1)C=1C=3C(N=CN1)=NN(C3)C3=CC(=C(C=C3)C)F)C=CC=C2